C(C)(C)OC(=O)C1=CC2=C(N(C=N2)C)C=C1F 6-fluoro-1-methyl-1H-benzo[d]Imidazole-5-carboxylic acid isopropyl ester